CC1=C(CNC(C)=O)C=CC=C1 N-(2-methylbenzyl)acetamide